C(C)(=O)C(C(=O)O)(O)C alpha-acetyl-lactic acid